3-(3,7-dimethylocta-2,6-dien-1-yl)-2,4-dihydroxy-6-pentyl-N-(pyrimidin-2-yl)benzenesulfonamide CC(=CCC=1C(=C(C(=CC1O)CCCCC)S(=O)(=O)NC1=NC=CC=N1)O)CCC=C(C)C